Ethyl (2-((S)-2-(4-amino-3-chlorobenzamido)-3,3-dimethylbutanamido)-2-phenylacetamido)glycinate NC1=C(C=C(C(=O)N[C@H](C(=O)NC(C(=O)NNCC(=O)OCC)C2=CC=CC=C2)C(C)(C)C)C=C1)Cl